(E)-1-phenyl-5-methoxyphenyl-1-penten-4-yne C1(=CC=CC=C1)C1(CC=CC(=C1)OC)\C=C\CC#C